C(C)(C)OC([C@H](CC(C)C)N(C)C(=O)Cl)=O (2S)-2-[chlorocarbonyl-(methyl)amino]-4-methyl-pentanoic acid isopropyl ester